2-(2,3,3a,4,5,6,7,7a-Octahydropyrrolo[2,3-c]pyridin-1-yl)-5-chloro-oxazolo[4,5-b]pyridine hydrochloride Cl.N1(CCC2C1CNCC2)C=2OC=1C(=NC(=CC1)Cl)N2